C(C)(C)(C)OC(NC=1C=C2C(=NN(C2=CC1)C)C1CCC(CC1)(F)F)=O (3-(4,4-Difluorocyclohexyl)-1-methyl-1H-indazol-5-yl)carbamic acid tert-butyl ester